C(C)(C)(C)OC(NC(CO)C(C)(C)C)=O tert-Butyl(1-hydroxy-3,3-dimethylbutan-2-yl)carbamate